ethyl 2-(2-((5-(3-(aminomethyl)-5-(tetrahydro-2H-pyran-4-yl)phenyl)-1-isopropyl-1H-indazol-3-yl)methoxy)phenyl)acetate NCC=1C=C(C=C(C1)C1CCOCC1)C=1C=C2C(=NN(C2=CC1)C(C)C)COC1=C(C=CC=C1)CC(=O)OCC